N-(3-methoxy-2-nitrophenyl)oxetan-3-amine COC=1C(=C(C=CC1)NC1COC1)[N+](=O)[O-]